ClC1=CC(=C(C=C1)NC1=NC(=NC=C1C(F)(F)F)NC1CNCCC1)P(=O)(C)C N4-[4-chloro-2-(dimethylphosphoryl)phenyl]-N2-(piperidin-3-yl)-5-(trifluoromethyl)pyrimidine-2,4-diamine